ClC=1C=C2C(=C3C1NC(NC31CCCCC1)=O)OC(=N2)CNCC 5-chloro-2-[(ethylamino)methyl]-7,8-dihydro-6H-spiro[[1,3]oxazolo[5,4-f]quinazoline-9,1'-cyclohexan]-7-one